2-((3-(5-chloro-2-((4-((2-(dimethylamino)ethyl)(methyl)amino)-2-methoxyphenyl)amino)pyrimidin-4-yl)-1H-indol-1-yl)methyl)-6-hydroxybenzaldehyde ClC=1C(=NC(=NC1)NC1=C(C=C(C=C1)N(C)CCN(C)C)OC)C1=CN(C2=CC=CC=C12)CC1=C(C=O)C(=CC=C1)O